N-(4-(5-chlorothiazol-2-yl)piperidin-4-yl)-4-(trifluoromethoxy)benzene-sulfonamide ClC1=CN=C(S1)C1(CCNCC1)NS(=O)(=O)C1=CC=C(C=C1)OC(F)(F)F